Sodium 2-mercaptoethanesulfonate SCCS(=O)(=O)[O-].[Na+]